NC1C(N(C2=C(C(C1)(F)F)C=C(C(=C2)C=2OC(=NN2)C(C)(S(=O)(=O)C)C)F)CC2=CC=C(C=C2)C2=NOC(=N2)C(F)(F)F)=O 3-amino-5,5,7-trifluoro-8-[5-(1-methyl-1-methylsulfonyl-ethyl)-1,3,4-oxadiazol-2-yl]-1-[[4-[5-(trifluoromethyl)-1,2,4-oxadiazol-3-yl]phenyl]methyl]-3,4-dihydro-1-benzazepin-2-one